trans-rac-tert-butyl (2-((4-((5-fluoroquinolin-6-yl)amino)-7-(1-methyl-1H-pyrazol-4-yl)quinazolin-5-yl)oxy)cyclobutyl)carbamate FC1=C2C=CC=NC2=CC=C1NC1=NC=NC2=CC(=CC(=C12)O[C@H]1[C@@H](CC1)NC(OC(C)(C)C)=O)C=1C=NN(C1)C |r|